(3-oxo-butyl)-ethyl carbamate C(N)(OCCCCC(C)=O)=O